BrC1=C(C=C2C(=NN=C(C2=C1)O)C)F 7-bromo-6-fluoro-4-methylphthalazin-1-ol